FC=1C(=NC(=CC1I)N1CCOCC1)N[C@@H](CO)C (R)-2-((3-fluoro-4-iodo-6-morpholinopyridin-2-yl)amino)propan-1-ol